OCCCOC1=CC=C(C=C1)C(\C=C\C1=CC=CC=C1)=O (E)-1-[4-(3-Hydroxypropoxy)phenyl]-3-phenylprop-2-en-1-one